FC1=C(C(=O)O)C=C(C=C1)CN1CCC(C2=CC=CN=C12)=O 2-fluoro-5-[(4-oxo-3,4-dihydronaphthyridine-1-yl)methyl]benzoic acid